succinyl-CoA (S)-malate C([C@@H](O)CC(=O)O)(=O)O.C(CCC(=O)O)(=O)SCCNC(CCNC([C@@H](C(COP(OP(OC[C@@H]1[C@H]([C@H]([C@@H](O1)N1C=NC=2C(N)=NC=NC12)O)OP(=O)(O)O)(=O)O)(=O)O)(C)C)O)=O)=O